(R)-(1-(4-fluorophenyl)-6-((2-methyl-2H-1,2,3-triazol-4-yl)sulfonyl)-4,4a,5,6,7,8-hexahydro-1H-pyrazolo[3,4-g]isoquinolin-4a-yl)(4-(trifluoromethyl)pyridin-2-yl)methanone FC1=CC=C(C=C1)N1N=CC2=C1C=C1CCN(C[C@]1(C2)C(=O)C2=NC=CC(=C2)C(F)(F)F)S(=O)(=O)C2=NN(N=C2)C